FC(OC1=C(C(=NN1C)C(F)(F)F)CS(=O)(=O)C1=NOC(C1)(C)C)F 3-[(5-difluoromethoxy-1-methyl-3-trifluoromethyl-pyrazol-4-yl)-methylsulfonyl]-4,5-dihydro-5,5-dimethyl-isoxazole